(S)-N-(1-(6,7-difluoro-1-oxo-1,2-dihydroisoquinolin-4-yl)ethyl)-N-methylindolizine-7-carboxamide FC=1C=C2C(=CNC(C2=CC1F)=O)[C@H](C)N(C(=O)C=1C=CN2C=CC=C2C1)C